NCC1=NNC(C2=CC=C(C=C12)C=1C=NN(C1C1=C(C#N)C(=CC=C1F)O[C@@H]1[C@H](C1)C)C)=O (P)-2-(4-(4-(aminomethyl)-1-oxo-1,2-dihydrophthalazin-6-yl)-1-methyl-1H-pyrazol-5-yl)-3-fluoro-6-((1S,2S)-2-methylcyclopropoxy)benzonitrile